C[C@H]1N(C[C@@H](NC1)C1=CSC=C1)C(=O)C1(CC1)C(F)(F)F [(2R,5S)-2-methyl-5-(3-thienyl)piperazin-1-yl]-[1-(trifluoromethyl)cyclopropyl]methanone